2-methyl-1,3-benzothiazole-4,7-dione CC=1SC2=C(N1)C(C=CC2=O)=O